C1OCC2C1CN(C2)CC=CC=O 4-(tetrahydro-1H-furo[3,4-c]pyrrol-5(3H)-yl)but-2-en-1-one